(R)-2-((1-(2-(1,1-dioxidothiomorpholino)-6-methyl-4-oxo-4H-chromen-8-yl)ethyl)amino)benzoic acid O=S1(CCN(CC1)C=1OC2=C(C=C(C=C2C(C1)=O)C)[C@@H](C)NC1=C(C(=O)O)C=CC=C1)=O